N1(CCNCC1)C1=NN(C=C1)C1=C(C#N)C=CC=C1 (3-(piperazin-1-yl)-1H-pyrazol-1-yl)benzonitrile